(R)-3-(3-(chloromethyl)-4-methylphenyl)-2,2-dimethyl-3-(8-methyl-3-(trifluoromethyl)-[1,2,4]triazolo[4,3-a]pyridin-7-yl)propanoate ClCC=1C=C(C=CC1C)[C@@H](C(C(=O)[O-])(C)C)C1=C(C=2N(C=C1)C(=NN2)C(F)(F)F)C